CN(CCC(CCCCCCCCCC\C=C/CCCCCCCC(=O)OC)CCCCCCC)C methyl (9Z)-21-[2-(dimethylamino)ethyl]octacos-9-enoate